amino-5'-(3-chloro-1H-pyrrolo[2,3-b]pyridin-2-yl)-N-cyclopropyl-6'H-spiro[cyclopropane-1,9'-pyrazino[1',2':1,5]pyrrolo[2,3-d]pyrimidine]-7'(8'H)carboxamide NC=1N=CC2=C(N1)N1C(=C2C2=C(C=3C(=NC=CC3)N2)Cl)CN(CC12CC2)C(=O)NC2CC2